3,6-difluoro-2-[4-oxo-3-(3-phenylpropyl)quinazolin-6-yl]oxy-benzonitrile FC=1C(=C(C#N)C(=CC1)F)OC=1C=C2C(N(C=NC2=CC1)CCCC1=CC=CC=C1)=O